methyl 3-((2-((S)-(((benzyloxy)carbonyl)amino) (cycloheptyl)methyl)imidazo[1,2-b]pyridazin-6-yl)methyl)-2-oxo-5-(trifluoromethyl)piperidine-3-carboxylate C(C1=CC=CC=C1)OC(=O)N[C@H](C=1N=C2N(N=C(C=C2)CC2(C(NCC(C2)C(F)(F)F)=O)C(=O)OC)C1)C1CCCCCC1